(R)-6-(2-(3'-(tert-butyl)-[1,1'-biphenyl]-3-yl)-2-hydroxyacetyl)-2-(1-(3-isopropylphenyl)cyclopropyl)-3,5,6,7,8,9-hexahydro-4H-pyrimido[5,4-c]azepin-4-one C(C)(C)(C)C=1C=C(C=CC1)C1=CC(=CC=C1)[C@H](C(=O)N1CC2=C(CCC1)N=C(NC2=O)C2(CC2)C2=CC(=CC=C2)C(C)C)O